3-(CARBOXYMETHYL)-1,2,3-OXADIAZOL-3-IUM-5-OLATE C(=O)(O)C[N+]1=NOC(=C1)[O-]